C(C)(C)(C)OC(=O)N(C1CCN(CC1)C=1C2=CN(N=C2C(=CC1)C(=O)NC1=CC2=CN(N=C2C(=C1)CC(=O)O)C)C)CC 2-[5-[[4-[4-[tert-butoxycarbonyl(ethyl)amino]-1-piperidyl]-2-methyl-indazole-7-carbonyl]amino]-2-methyl-indazol-7-yl]acetic acid